ethyl 4-((3-((8-bromoquinazolin-2-yl)amino)-4-methylphenyl)carbamoyl)benzoate BrC=1C=CC=C2C=NC(=NC12)NC=1C=C(C=CC1C)NC(=O)C1=CC=C(C(=O)OCC)C=C1